4-methylbenzenesulfinic acid sodium salt [Na+].CC1=CC=C(C=C1)S(=O)[O-]